5-(2-Chloro-3-fluoro-phenyl)-3-((S)-2-methanesulfonyl-1-methyl-ethyl)-2,4-dioxo-3,4-dihydro-2H-pyrimidin ClC1=C(C=CC=C1F)C=1C(N(C(NC1)=O)[C@H](CS(=O)(=O)C)C)=O